C(C)OC(C)=O.CC1=CC=CC=C1 toluene ethylacetate